C[Ge](N1C=CC(C=C1)=C1C=CN(C=C1)[Ge](C)(C)C)(C)C 1,1'-bis(trimethylgermyl)-1,1'-dihydro-4,4'-bipyridine